methyl (R)-4-(4-methyl-3-oxopiperazin-2-yl)benzoate CN1C([C@H](NCC1)C1=CC=C(C(=O)OC)C=C1)=O